C1(CC1)[C@H](C)[NH-] ((S)-1-cyclopropyl-ethyl)-amide